The molecule is a 1-acyl-sn-glycerol 3-phosphate(2-) obtained by deprotonation of the phosphate OH groups of 1-palmitoleoyl-sn-glycerol 3-phosphate It is a conjugate base of a 1-palmitoleoyl-sn-glycerol 3-phosphate. CCCCCC/C=C\\CCCCCCCC(=O)OC[C@H](COP(=O)([O-])[O-])O